tert-butyl 7-((2R,4R)-1-(tert-butoxycarbonyl)-N-(2-(cyclohexylamino)-2-oxo-1-(pyridin-3-yl)ethyl)-4-hydroxypyrrolidine-2-carboxamido)-3,4-dihydroquinoline-1(2H)-carboxylate C(C)(C)(C)OC(=O)N1[C@H](C[C@H](C1)O)C(=O)N(C(C(=O)NC1CCCCC1)C=1C=NC=CC1)C1=CC=C2CCCN(C2=C1)C(=O)OC(C)(C)C